cis-ethyl 4-aminocyclohexanecarboxylate hydrochloride Cl.N[C@H]1CC[C@H](CC1)C(=O)OCC